CC1=C(C=CC(=C1)F)NC(=O)C=1OC(=CC1)CN1N=C(C=C1C(F)(F)F)C(F)(F)F N-(2-methyl-4-fluorophenyl)-5-((3,5-bistrifluoromethyl-1H-pyrazol-1-yl)methyl)furan-2-carboxamide